3-(cyclopropylmethyl)-7-[(1S)-1-(2,3-difluorophenoxy)ethyl]-8-(trifluoromethyl)[1,2,4]triazolo[4,3-a]pyridine C1(CC1)CC1=NN=C2N1C=CC(=C2C(F)(F)F)[C@H](C)OC2=C(C(=CC=C2)F)F